N1N=NC=C1C(=O)N1CC2CCC(C1)N2S(=O)(=O)C2=C(C=C(C(=C2)F)F)F 1,2,3-triazol-5-yl-{8-[(2,4,5-trifluorophenyl)sulfonyl]-3,8-diazabicyclo[3.2.1]oct-3-yl}methanone